[1-(2-Chloro-5-methoxy-pyridin-4-yl)-azetidin-3-yl]-acetic acid ethyl ester C(C)OC(CC1CN(C1)C1=CC(=NC=C1OC)Cl)=O